NC1=C(OC[C@@H](C(=O)O)NC(=O)OC(C)(C)C)C=CC=C1F (S)-3-(2-amino-3-fluorophenoxy)-2-(tert-butoxycarbonylamino)propionic acid